ClC1=NC(=CC(=C1F)I)Cl 2,6-dichloro-3-fluoro-4-iodopyridine